3-methyl-6,6,9-trimethyl-6H-benzo[c]chromen-1-ol CC=1C=C(C=2C3=C(C(OC2C1)(C)C)C=CC(=C3)C)O